COC1=CC=C(C=C1)C(OC[C@@]1(C(OC([C@@H](O1)N1C(NC(C=C1)=O)=O)O)O)CO[Si](C(C)C)(C(C)C)C(C)C)(C1=CC=CC=C1)C1=CC=C(C=C1)OC 1-[(2R,6S)-6-[[bis(4-methoxyphenyl)-phenyl-methoxy]methyl]-3,5-dihydroxy-6-(triiso-propylsilyloxymethyl)-1,4-dioxan-2-yl]pyrimidine-2,4-dione